2-methyl-2,6-heptandienol CC(CO)=CCCC=C